1-((((1R,2S)-2-((2-(2,6-dioxopiperidin-3-yl)-1-oxoisoindolin-5-yl)oxy)cyclohexyl)amino)methyl)cyclobutane-1-carbonitrile O=C1NC(CCC1N1C(C2=CC=C(C=C2C1)O[C@@H]1[C@@H](CCCC1)NCC1(CCC1)C#N)=O)=O